C(C)(C)(C)C1=CC=C2C=CC3=CC=CC4=CC=C1C2=C34 tertiary butyl-pyrene